methyl 2-(5-(((3S,4S)-8-(1-ethyl-3-(trifluoromethyl)-1H-pyrazol-4-yl)-4-hydroxy-6-((2-methyl-1H-imidazol-1-yl)methyl)chroman-3-yl)methyl)-2-fluorophenoxy)acetate C(C)N1N=C(C(=C1)C=1C=C(C=C2[C@H]([C@H](COC12)CC=1C=CC(=C(OCC(=O)OC)C1)F)O)CN1C(=NC=C1)C)C(F)(F)F